(E)-2-(3-methoxy-3-oxoprop-1-en-1-yl)-3-nitro-1H-pyrrole-1-carboxylic acid tert-butyl ester C(C)(C)(C)OC(=O)N1C(=C(C=C1)[N+](=O)[O-])\C=C\C(=O)OC